3-(1-methyl-1H-indazol-4-yl)azetidine-1-carboxylic acid tert-butyl ester C(C)(C)(C)OC(=O)N1CC(C1)C1=C2C=NN(C2=CC=C1)C